COCOC1=C(C=C2C=C(NC2=C1)C)C=1N=C2C=CC=NC2=CC1 6-[6-(methoxymethoxy)-2-methylindol-5-yl]-1,5-naphthyridine